ClC1=C(C(=O)NC2CC2)C=C(C=C1)C=1C=NN(C1)C1=C(C=C(C=C1C(F)(F)F)C(C(F)(F)F)(C(F)(F)F)F)C 2-chloro-N-cyclopropyl-5-[1-[4-(1,1,1,2,3,3,3-heptafluoropropan-2-yl)-2-methyl-6-(trifluoromethyl)phenyl]-1H-pyrazol-4-yl]benzamide